1-(4-bromo-5-chloro-2-methyl-phenyl)-N-[[3-(2,2,2-trifluoro-1,1-dimethyl-ethyl)-1H-1,2,4-triazol-5-yl]methyl]pyrazole-4-carboxamide BrC1=CC(=C(C=C1Cl)N1N=CC(=C1)C(=O)NCC1=NC(=NN1)C(C(F)(F)F)(C)C)C